racemic-1-(2,2-difluoro-1-(4-fluorophenyl)propyl)-4-iodo-1H-pyrazole FC([C@@H](C1=CC=C(C=C1)F)N1N=CC(=C1)I)(C)F |r|